BrC1=CC=C(C=C1)NC(CCCCl)=O N-(4-bromophenyl)-4-chlorobutyramide